FC=1C=C(C=CC1F)[C@H]1[C@@H](C1)NC1=C2N=CN(C2=NC(=N1)SCCC)CC#C N-((1R,2S)-2-(3,4-difluorophenyl)cyclopropyl)-9-(prop-2-yn-1-yl)-2-(propylsulfanyl)-9H-purin-6-amine